C(C)OP(=O)(OCC)[O-].C(CCC)[P+](CC)(CCCC)CCCC tributylethylphosphonium diethyl-phosphate